ClC=1C(=CC(=NC1)OC)C1=CC(=NN1)C(=O)N1CCC(CC1)C(=O)NCC1=C(C(=CC=C1F)F)F (5-(5-chloro-2-methoxypyridin-4-yl)-1H-pyrazole-3-carbonyl)-N-(2,3,6-trifluorobenzyl)piperidine-4-carboxamide